C(C1=CC=CC=C1)N1C[C@H]([C@@](CC1)(C#N)C)O |r| racemic-trans-1-benzyl-3-hydroxy-4-methyl-piperidine-4-carbonitrile